1H-inden-1-on C1(C=CC2=CC=CC=C12)=O